N1C=C(C2=CC=CC=C12)C[C@@H](CC)NC1COCC1 N-((R)-1-(1H-indol-3-yl)but-2-yl)tetrahydrofuran-3-amine